6,6'-((6-Hydroxyhexyl)Azanediyl)Bis(N,N-Didodecylhexanamide) OCCCCCCN(CCCCCC(=O)N(CCCCCCCCCCCC)CCCCCCCCCCCC)CCCCCC(=O)N(CCCCCCCCCCCC)CCCCCCCCCCCC